methyloxan-4-amine hydrochloride Cl.CC1OCCC(C1)N